tert-butyl 3-(7-(6-(bis(4-methoxy benzyl)amino)-3-iodo-4-methyl pyridin-2-yl)-2,6,8-trifluoroquinazolin-4-yl)-3,8-diazabicyclo[3.2.1]octane-8-carboxylate COC1=CC=C(CN(C2=CC(=C(C(=N2)C2=C(C=C3C(=NC(=NC3=C2F)F)N2CC3CCC(C2)N3C(=O)OC(C)(C)C)F)I)C)CC3=CC=C(C=C3)OC)C=C1